tetrahydro-2H-pyran-4-carboxylate O1CCC(CC1)C(=O)[O-]